C(C)(=O)C1=C(C=NN(C1=O)CC1=CC=C(C=C1)OC)N[C@H](COCCC(=O)O)C (S)-3-(2-((5-acetyl-1-(4-methoxybenzyl)-6-oxo-1,6-dihydropyridazin-4-yl)amino)propoxy)propanoic acid